CN(C(C)=O)CC1=CC(=CC=C1)C(F)(F)F Acetic acid N-methyl-N-(3-trifluoromethylbenzyl) amide